C(C)OC(=O)[C@H]1[C@H](C1)I.C(C(=C)C)(=O)OCCC[Si](OCC)(CCCOC(C(=C)C)=O)CCCOC(C(=C)C)=O tris(γ-methacryloyloxypropyl)ethoxysilane ethyl-(1S,2S)-2-iodocyclopropanecarboxylate